COC1=CC=C(C=C1)CN1C(CC2(CC1C=1N=NN(C1)C)C(NC1=CC=C(C=C12)C)=O)C [(4-methoxyphenyl)methyl]-2',5-dimethyl-6'-(1-methyltriazol-4-yl)spiro[indoline-3,4'-piperidine]-2-one